6-Bromo-2,4-dichloro-3-fluoroanilin BrC1=CC(=C(C(=C1N)Cl)F)Cl